1-methoxyxanthene COC1=CC=CC=2OC3=CC=CC=C3CC12